C1(CCCC1)N(S(=O)(=O)N)C N-cyclopentyl-N-methyl-sulfamide